S1C(=CC=C1)CN(C(COC=1C=CC=C2C=CC(=NC12)C(=O)N(CC=1SC=CC1)CC=1SC=CC1)=O)CC=1SC=CC1 8-{2-[bis(2-thienylmethyl)amino]-2-oxoethoxy}-N,N-bis(2-thienylmethyl)quinoline-2-carboxamide